3-((6-(benzyloxy)pyridin-2-yl)(methyl)amino)propanoic acid C(C1=CC=CC=C1)OC1=CC=CC(=N1)N(CCC(=O)O)C